beta-D-mannonate O[C@]1([C@@H](O)[C@@H](O)[C@H](O)[C@H](O1)CO)C[O-]